OC[C@H](C1=CC=CC=C1)NC1=CC(=NC=C1C=1OC=NN1)NC1=CC=C2C(=N1)N(N(C2=O)C)C(C)C (S)-6-((4-((2-hydroxy-1-phenylethyl)amino)-5-(1,3,4-oxadiazol-2-yl)pyridin-2-yl)amino)-1-isopropyl-2-methyl-1,2-dihydro-3H-pyrazolo[3,4-b]pyridin-3-one